5,6,7-trimethoxy-4-oxo-N,2-bis(3,4,5-trimethoxyphenyl)-1,4-dihydroquinoline-3-carboxamide COC1=C2C(C(=C(NC2=CC(=C1OC)OC)C1=CC(=C(C(=C1)OC)OC)OC)C(=O)NC1=CC(=C(C(=C1)OC)OC)OC)=O